1,4-Dibutylpyridinium cyanid [C-]#N.C(CCC)[N+]1=CC=C(C=C1)CCCC